(R)-N-((R)-3-(7-methyl-1H-indazol-5-yl)-1-(4-(1-methylpiperidin-4-yl)piperazin-1-yl)-1-oxopropan-2-yl)-2'-oxo-1',2'-dihydrospiro[azepan-4,4'-pyrido[2,3-d][1,3]oxazine]-1-carboxamide CC=1C=C(C=C2C=NNC12)C[C@H](C(=O)N1CCN(CC1)C1CCN(CC1)C)NC(=O)N1CC[C@@]2(C3=C(NC(O2)=O)N=CC=C3)CCC1